FC1=C(C(=CC=C1)F)C1=N[C@H](C2=NN=C(N2C=2SC=3CCCCOC3C12)C)C (7S)-9-(2,6-difluorophenyl)-3,7-dimethyl-12-oxa-18-thia-2,4,5,8-tetrazatetracyclo[8.8.0.02,6.011,17]octadeca-1(10),3,5,8,11(17)-pentaene